4-((3R,5R)-5-((5-bromo-1-methyl-6-oxo-1,6-dihydropyridazin-4-yl)amino)-1-methylpiperidin-3-yl)-N-(4-((2-(2,6-dioxopiperidin-3-yl)-1,3-dioxoisoindolin-4-yl)oxy)phenyl)-N-methylbenzamide BrC1=C(C=NN(C1=O)C)N[C@@H]1C[C@@H](CN(C1)C)C1=CC=C(C(=O)N(C)C2=CC=C(C=C2)OC2=C3C(N(C(C3=CC=C2)=O)C2C(NC(CC2)=O)=O)=O)C=C1